4-(5-Formylpyrimidin-2-yl)piperazine-1-carboxylate C(=O)C=1C=NC(=NC1)N1CCN(CC1)C(=O)[O-]